C(C)[C@H]1N(C[C@@H]2N(C1)C(N(C2)C2(CCC2)C(F)(F)F)=O)C=2C(=NC(=CC2)C=2C(=NC=CC2)OCC)C(=O)O 3-[(6R,8aS)-6-ethyl-3-oxo-2-[1-(trifluoromethyl)cyclobutyl]-5,6,8,8a-tetrahydro-1H-imidazo[1,5-a]pyrazin-7-yl]-6-(2-ethoxy-3-pyridyl)pyridine-2-carboxylic acid